4-methyl-3-((3-(9-(tetrahydro-2H-pyran-2-yl)-9H-purin-6-yl)pyridin-2-yl)amino)-N-(4-(trifluoromethyl)pyridin-2-yl)benzamide CC1=C(C=C(C(=O)NC2=NC=CC(=C2)C(F)(F)F)C=C1)NC1=NC=CC=C1C1=C2N=CN(C2=NC=N1)C1OCCCC1